Ethyl (S)-lactate C([C@@H](O)C)(=O)OCC